C1(CC1)N1C(C2=CC=C(C=C2C(=C1)N(C=1SC(=C(N1)C1=CC=C(C=C1)F)C#N)C)N1CCN(CC1)C(C)C)=O 2-((2-cyclopropyl-6-(4-isopropylpiperazin-1-yl)-1-oxo-1,2-dihydroisoquinolin-4-yl)(methyl)amino)-4-(4-fluorophenyl)thiazole-5-carbonitrile